COCCN1C(=NC2=C1C=C(S2)C(=O)OCC)C ethyl 1-(2-methoxyethyl)-2-methyl-1H-thieno[2,3-d]imidazole-5-carboxylate